8-(1-aminoethyl)-6-fluoro-3-methyl-2-(tetrahydro-2H-pyran-4-yl)quinoline-4-carbonitrile NC(C)C=1C=C(C=C2C(=C(C(=NC12)C1CCOCC1)C)C#N)F